(R)-6-(1-Methyl-1H-pyrazol-4-yl)-4-(3-methylpiperazin-1-yl)pyrazolo[1,5-a]pyridine CN1N=CC(=C1)C=1C=C(C=2N(C1)N=CC2)N2C[C@H](NCC2)C